1-bromo-4-(prop-2-yn-1-yl)benzene BrC1=CC=C(C=C1)CC#C